S1C=C(C=C1)CC#N 2-(Thiophen-3-yl)acetonitrile